ditert-butyl-[2-(1,3,5-triphenylpyrazol-4-yl)pyrazol-3-yl]phosphane tert-butyl-N-({6-bromoimidazo[1,2-a]pyridin-3-yl}methyl)-N-[(4-methoxyphenyl)methyl]carbamate C(C)(C)(C)OC(N(CC1=CC=C(C=C1)OC)CC1=CN=C2N1C=C(C=C2)Br)=O.C(C)(C)(C)P(C=2N(N=CC2)C=2C(=NN(C2C2=CC=CC=C2)C2=CC=CC=C2)C2=CC=CC=C2)C(C)(C)C